BrC1=CC(=C(C(=C1)F)C(CCCC(=O)OCC)(C)C)F ethyl 5-(4-bromo-2,6-difluoro-phenyl)-5-methyl-hexanoate